8-(2-chloro-5-fluorophenyl)-2-(3-fluoro-5-(trifluoromethyl)phenyl)-7-(4-methoxybenzyl)-7,8-Dihydro-6H-thiazolo[4,5-e]isoindol-6-one ClC1=C(C=C(C=C1)F)C1N(C(C2=CC=C3C(=C12)N=C(S3)C3=CC(=CC(=C3)C(F)(F)F)F)=O)CC3=CC=C(C=C3)OC